FC(OC1=C(C=CC=C1)CCO)F 2-(2-(difluoromethoxy)phenyl)ethan-1-ol